4-[3-(3-Methylphenyl)-1,2,4-oxadiazol-5-yl]piperidine-1-carboxylic acid tert-butyl ester C(C)(C)(C)OC(=O)N1CCC(CC1)C1=NC(=NO1)C1=CC(=CC=C1)C